C(C)(C)(C)C1=CC(=C(C(=C1)C)S(F)(F)F)C 4-tert-butyl-2,6-xylyl-sulfur trifluoride